C(=CC1=CC=C(N([Si](C)(C)C)[Si](C)(C)C)C=C1)C1=CC=C(N([Si](C)(C)C)[Si](C)(C)C)C=C1 4,4'-ethenylenebis[N,N-bis(trimethylsilyl)aniline]